Methyl (2R)-2-{[(tert-butoxy)carbonyl]amino}-3-(pyrimidin-5-yl)propanoate C(C)(C)(C)OC(=O)N[C@@H](C(=O)OC)CC=1C=NC=NC1